1-(3-(difluoromethyl)-2-fluoro-5-nitrophenyl)ethan-1-amine FC(C=1C(=C(C=C(C1)[N+](=O)[O-])C(C)N)F)F